O(C1=CC=CC=C1)[P@@](=O)(O[C@H](C(F)(F)F)[C@H]1O[C@H](C[C@@H]1O)N1C(NC(C(=C1)F)=O)=O)N[C@@H](C)C(=O)OCC(CC)CC 2-ethylbutyl ((S)-phenoxy((S)-2,2,2-trifluoro-1-((2S,3S,5R)-5-(5-fluoro-2,4-dioxo-3,4-dihydropyrimidin-1(2H)-yl)-3-hydroxytetrahydrofuran-2-yl)ethoxy)phosphoryl)-L-alaninate